(1-((3-chloro-1-methyl-1H-pyrazol-5-yl)sulfonyl)-1-fluoroethyl)piperidine hydrochloride Cl.ClC1=NN(C(=C1)S(=O)(=O)C(C)(F)N1CCCCC1)C